IC=1C=C(C=CC1)N1CC2=C(N=CN=C2N)CC1 6-(3-iodophenyl)-5,6,7,8-tetrahydropyrido[4,3-d]Pyrimidin-4-amine